C1=CC=CC=2C3=CC=CC=C3C(C12)COC(=O)N[C@H](C(=O)O)CC1=CC(=C(C(=C1)F)F)F (S)-2-((((9H-fluoren-9-yl)methoxy)carbonyl)amino)-3-(3,4,5-trifluorophenyl)propanoic acid